ClC1=CNC2=C(C=CC=C12)NS(=O)(=O)C=1C=NN(C1)CC1CC(C1)(F)F N-(3-Chloro-1H-indol-7-yl)-1-[(3,3-difluorocyclobutyl)methyl]pyrazol-4-sulfonamid